(2R,3S,4S,5R,6R)-2,3,4-Tribenzyloxy-5-(benzyloxymethyl)-5,6-dihydroxy-1-(piperazin-1-yl)heptan-1-one C(C1=CC=CC=C1)O[C@@H](C(=O)N1CCNCC1)[C@H]([C@@H]([C@@]([C@@H](C)O)(O)COCC1=CC=CC=C1)OCC1=CC=CC=C1)OCC1=CC=CC=C1